7-[5-[[4-[4-(dimethylsulfamoyl)piperazin-1-yl]phenoxy]methyl]-1,3-dimethylpyrazol-4-yl]-1-(2-morpholin-4-ylethyl)-3-(3-naphthalen-1-yloxypropyl)indole-2-carboxylic acid CN(S(=O)(=O)N1CCN(CC1)C1=CC=C(OCC2=C(C(=NN2C)C)C=2C=CC=C3C(=C(N(C23)CCN2CCOCC2)C(=O)O)CCCOC2=CC=CC3=CC=CC=C23)C=C1)C